BrC1=CC(=CC=2C(N(CCOC21)CC2=NC(=CC(=C2)C)C)=O)CBr 9-bromo-7-(bromomethyl)-4-((4,6-dimethylpyridin-2-yl)methyl)-3,4-dihydrobenzo[f][1,4]oxazepin-5(2H)-one